FC1=C(C=C(C=C1)NC(=O)C1=C(C2=C(S1)C=C(C=C2)C(F)(F)F)NC(=O)C=2C=C(C=CC2OC)N2N=CC(=C2)C(=O)OCC)C(F)(F)F Ethyl 1-(3-((2-((4-fluoro-3-(trifluoromethyl)phenyl)carbamoyl)-6-(trifluoromethyl)benzo[b]thiophen-3-yl)carbamoyl)-4-methoxyphenyl)-1H-pyrazole-4-carboxylate